CC=1N=C2N(N=C(C=C2)C=2N=C3C(=NC2)N=C(S3)N3CCNCC3)C1 6-(2-methylimidazo[1,2-b]pyridazin-6-yl)-2-(piperazin-1-yl)[1,3]thiazolo[4,5-b]pyrazine